Methyl-boronic acid CB(O)O